N=1N=CN(C1)CCOC=1N=CC=C2C1N(C(=C2)C2=NN1C(C(=CC(=C1)C(=O)N1C[C@@H](CCC1)N)OC)=C2C)CC2CC2 (R)-(2-(7-(2-(4H-1,2,4-Triazol-4-yl)ethoxy)-1-(cyclopropylmethyl)-1H-pyrrolo[2,3-c]pyridin-2-yl)-4-methoxy-3-methylpyrazolo[1,5-a]pyridin-6-yl)(3-aminopiperidin-1-yl)methanone